O=C1N(C(C2=CC=CC=C12)=O)[C@H](C(=O)Cl)[C@H](CC)C (2S,3S)-2-(1,3-dioxoisoindolin-2-yl)-3-methylpentanoyl chloride